P(=O)(OCC1=CN([CH-]O1)C1=CC(=C(C=C1)C=1C=NC(=CC1)C=1N=NN(N1)C)F)(OCC1=CN([CH-]O1)C1=CC(=C(C=C1)C=1C=NC(=CC1)C=1N=NN(N1)C)F)O bis(((R)-3-(3-fluoro-4-(6-(2-methyl-2H-tetrazol-5-yl) pyridin-3-yl) phenyl)-2-oxazolid-5-yl) methyl) hydrogen phosphate